C(C(=C)C)(=O)OC1=CC=C(OC(C(=C)C)=O)C=C1 quinol diMethacrylate